C1=C(C=CC=2C3=CC=C(C=C3C3(C12)C1=CC(=CC=C1C=1C=CC(=CC13)C1=CC=C(S1)C=1N(C(C=3C1C(N(C3C=3SC(=CC3)C3=CC=CC=C3)CC(CCCC)CC)=O)=O)CC(CCCC)CC)C3=CC=C(S3)C=3N(C(C=1C3C(N(C1C=1SC(=CC1)C1=CC=CC=C1)CC(CCCC)CC)=O)=O)CC(CCCC)CC)C1=CC=C(S1)C=1N(C(C=3C1C(N(C3C=3SC(=CC3)C3=CC=CC=C3)CC(CCCC)CC)=O)=O)CC(CCCC)CC)C3=CC=C(S3)C=3N(C(C=1C3C(N(C1C=1SC(=CC1)C1=CC=CC=C1)CC(CCCC)CC)=O)=O)CC(CCCC)CC 6,6',6'',6'''-(9,9'-Spirobi[fluoren]-2,2',7,7'-tetrayltetrakis(thiophen-5,2-diyl))tetrakis(2,5-bis(2-ethylhexyl)-3-(5-phenylthiophen-2-yl)-2,5-dihydropyrrolo[3,4-c]pyrrol-1,4-dion)